C1(CCC1)CN1N=CC=C1B1OC(C(O1)(C)C)(C)C 1-(cyclobutylmethyl)-5-(4,4,5,5-tetramethyl-1,3,2-dioxaborolan-2-yl)-1H-pyrazole